tert-butyl 6-cyano-6-phenyl-3-azabicyclo[3.1.0]hexane-3-carboxylate C(#N)C1(C2CN(CC12)C(=O)OC(C)(C)C)C1=CC=CC=C1